FC1=C(C=C(C=C1)OC)CNC(C1=CN=CC(=C1N1CC2(CCCN2)CC1)C1=CC(=CC(=C1)F)F)=O N-[(2-fluoro-5-methoxyphenyl)methyl]-4-(1,7-diaza-7-spiro[4.4]nonyl)-5-(3,5-difluorophenyl)nicotinamide